COCOC=1C(=CC2=CN(N=C2C1)C)C1=NC2=CC=C(C=C2C(=N1)C(NC)=O)N1C[C@@H](N(CC1)C(=O)OC(C)(C)C)C tert-butyl (2S)-4-{2-[6-(methoxymethoxy)-2-methylindazol-5-yl]-4-(methylcarbamoyl)quinazolin-6-yl}-2-methylpiperazine-1-carboxylate